FC(C=1C=2N(C=CC1)N=C(C2)[C@@H]2N(CCC1=C2N=CN1)C=1OC(=NN1)C1=CC=C(C=C1)F)F (R)-2-(4-(4-(difluoromethyl)pyrazolo[1,5-a]pyridin-2-yl)-1,4,6,7-tetrahydro-5H-imidazo[4,5-c]pyridin-5-yl)-5-(4-fluorophenyl)-1,3,4-oxadiazole